C(C)(C)N1CCN(CC1)C1CCN(CC1)C1=C(C=C(C(=C1)OC)NC1=NC=NC(=C1)N1OCC[C@@H]1C1=CC(=CC=C1)OC1=CC=CC=C1)NC(C=C)=O (R)-N-(2-(4-(4-isopropylpiperazin-1-yl)piperidin-1-yl)-4-methoxy-5-((6-(3-(3-phenoxyphenyl)isoxazolidin-2-yl)pyrimidin-4-yl)amino)phenyl)acrylamide